triborazane BNBNB